2-hydroxycyclohexyl itaconate C(C(=C)CC(=O)[O-])(=O)OC1C(CCCC1)O